Cl.FC(C1=CC=C(C=N1)[C@@H](C)N)F (1R)-1-[6-(difluoromethyl)pyridin-3-yl]ethylamine hydrochloride